Cl.Cl.C(C)N1C[C@@H](CCC1)N (3R)-1-ethylpiperidin-3-amine dihydrochloride